C(C=CCO)O 2-buten-1,4-diol